(S)-4-amino-7-chloro-N,1-dimethyl-N-(6-((1-methyl-1H-pyrazol-5-yl)ethynyl)-2,3-dihydrobenzofuran-3-yl)-1H-pyrazolo[4,3-c]quinoline-8-carboxamide NC1=NC=2C=C(C(=CC2C2=C1C=NN2C)C(=O)N([C@@H]2COC1=C2C=CC(=C1)C#CC1=CC=NN1C)C)Cl